C(CC(O)(C(=O)OCCCCCCCC\C=C/CCCCCCCC)CC(=O)OCCCCCCCC\C=C/CCCCCCCC)(=O)OCCCCCCCC\C=C/CCCCCCCC trioleyl citrate